C1(CCCCC1)NC(CC1N(C(CC1)=O)CC1=C(C=C(C=C1)Cl)Cl)=O N-cyclohexyl-2-[1-[(2,4-dichlorophenyl)methyl]-5-oxopyrrolidin-2-yl]acetamid